2-Amino-4-(butylamino)-6-(3-methoxy-4-(piperazine-1-carbonyl)benzyl)pyridin NC1=NC(=CC(=C1)NCCCC)CC1=CC(=C(C=C1)C(=O)N1CCNCC1)OC